C1(CC1)C=1OC2=C(C1)C(=CC=C2OC)C=2C=CC(N(C2)C2CCCC2)=O 5-(2-cyclopropyl-7-methoxybenzofuran-4-yl)-1-cyclopentylpyridin-2(1H)-one